(S)-3-Fluoro-9-(5-methyl-[1,2,4]oxadiazol-3-yl-methyl)-2-(8-oxa-3-azabicyclo[3.2.1]oct-3-yl)-8-trifluoromethyl-6,7,8,9-tetrahydro-pyrimido[1,2-a]-pyrimidin-4-one FC1=C(N=C2N(C1=O)CC[C@H](N2CC2=NOC(=N2)C)C(F)(F)F)N2CC1CCC(C2)O1